C(#N)N1CC2=C(C=C(C=C2C1)CCC(=O)N)C1=CC=CC=C1 ((2-cyano-7-phenylisoindolin-5-yl)methyl)acetamide